O=C1C=CC(C=C1C(=O)O)=NNC1=CC=C(C=C1)S(NC1=NC=CC=C1)(=O)=O 6-oxo-3-(2-[4-(N-pyridin-2-ylsulfamoyl)phenyl]hydrazono)cyclohexa-1,4-dienecarboxylic acid